COC1=C2CC(C(OC2=CC(=C1)O)C1=CC(=C(C(=C1)OCC1=CC=CC=C1)OCC1=CC=CC=C1)OCC1=CC=CC=C1)O 5-methoxy-2-(3,4,5-tribenzyloxy-phenyl)chroman-3,7-diol